C(CCCCCCCC)C=1C(=C(C(=O)O)C=CC1)O.OC1=C(C(=O)O)C=C(C=C1)O 2,5-dihydroxybenzoic acid Nonyl-hydroxybenzoate